N1=CC=C(C2=C1NC1=C(O2)C=CC=C1)OC1=CC=C(C=C1)NC(C(C=1C=C2C=CC=NC2=CC1)(F)F)=O N-(4-((10H-benzo[b]pyrido[2,3-e][1,4]oxazin-4-yl)oxy)phenyl)-2,2-difluoro-2-(quinolin-6-yl)acetamide